NC(CNC1=NC(=C2C(=N1)N(N=C2)C)NC(C)C)C2=CC=CC=C2 6-N-(2-amino-2-phenylethyl)-1-methyl-4-N-propan-2-ylpyrazolo[3,4-d]pyrimidine-4,6-diamine